FC([C@@H]1C[C@@H](C(N1C=1N=C2N(CCOC3=C2C=CC(=C3)N[C@H](C(=O)N)C)C1)=O)OC)F (S)-2-((2-((3S,5S)-5-(difluoromethyl)-3-methoxy-2-oxopyrrolidin-1-yl)-5,6-dihydrobenzo[f]imidazo[1,2-d][1,4]oxazepin-9-yl)amino)propionamide